COC1=CC=C2C=CC=C(C2=C1)CCN 2-(7-methoxy-1-naphthyl)ethylamine